CC(C)(C)OC(=O)N1CC(C(=CC1)C1=C(C=2N=CN=C(C2N1C1=CC(=C(C=C1)OC1=NC=CC(=N1)C)F)N)Br)C 4-(4-amino-7-bromo-5-{3-fluoro-4-[(4-methylpyrimidin-2-yl)oxy]phenyl}pyrrolo[3,2-d]pyrimidin-6-yl)-3-methyl-1,2,3,6-tetrahydropyridine-1-carboxylic acid-2-methylpropan-2-yl ester